ClC1=C(C=CC=C1[N+](=O)[O-])C1OCCO1 2-(2-chloro-3-nitrophenyl)-1,3-dioxolane